3-((3,3-difluoropropyl)sulfonyl)-4-methylbenzoic acid FC(CCS(=O)(=O)C=1C=C(C(=O)O)C=CC1C)F